2,6-bis(aminomethyl)bicyclo[2.2.1]-heptane NCC1C2C(CC(C1)C2)CN